ClC=1C(=C(CNC2=C(C=C(C(=O)O)C=C2)O)C=C(C1)Cl)O 4-(3,5-dichloro-2-hydroxybenzylamino)-3-hydroxy-benzoic acid